Trifluoroethylmethyl carbonate C(OCCC(F)(F)F)([O-])=O